2-(trans-4-((3-(2-Cyclopropyloxazol-4-yl)phenyl)((cis-4-(5-methoxy-6-methylpyridin-2-yl)cyclohexyl)methyl)carbamoyl)cyclohexyl)-acetic acid C1(CC1)C=1OC=C(N1)C=1C=C(C=CC1)N(C(=O)[C@@H]1CC[C@H](CC1)CC(=O)O)C[C@@H]1CC[C@@H](CC1)C1=NC(=C(C=C1)OC)C